C1(=CC=C(C=C1)[C@@H](CC)O)C1=CC=C(C=C1)[C@@H](CC)O (1R,1'R)-1,1'-([1,1'-biphenyl]-4,4'-diyl)bis(propan-1-ol)